BrC=1C=C(C=CC1)NC1=NC=NC2=CC=C(C=C12)NC(C#CCO[Si](C)(C)C(C)(C)C)=O 4-(tert-Butyl-dimethyl-silanyloxy)-but-2-ynoic acid [4-(3-bromo-phenylamino)-quinazolin-6-yl]-amide